[NH4+].P(=O)(OC1(CC1)C(=O)OC1=C(C(=CC(=C1)CCCCC)O)[C@H]1[C@@H](CCC(=C1)C)C(=C)C)(OCCCCCCCCC)[O-] 1-((((1'R,2'R)-6-hydroxy-5'-methyl-4-pentyl-2'-(prop-1-en-2-yl)-1',2',3',4'-tetrahydro-[1,1'-biphenyl]-2-yl)oxy)carbonyl)cyclopropyl nonyl phosphate ammonium salt